(4-cyano-3-(trifluoromethyl)phenyl)-3-(4-fluorophenoxy)-2-hydroxy-2-methylpropanamide C(#N)C1=C(C=C(C=C1)C(C(C(=O)N)(C)O)OC1=CC=C(C=C1)F)C(F)(F)F